NC1=CC=CC=N1 6-aminopyridin